C(C)OC(C[C@H](NC(=O)NC=1C(N(C=C(C1O)C)C)=O)C=1C=C(C=CC1)C1=CC(=C(C=C1)OC)OC)=O (S)-3-(3',4'-dimethoxybiphenyl-3-yl)-3-(3-(4-hydroxy-1,5-dimethyl-2-oxo-1,2-dihydropyridin-3-yl)ureido)propionic acid ethyl ester